Cl.FC1=CC=C(CNC(=O)[C@@H]2CC[C@H]3N2C([C@H](CN(CC3)C(=O)NC(C)C)NC([C@H](C)NC)=O)=O)C=C1 (5S,8S,10aR)-N8-(4-fluorobenzyl)-N3-isopropyl-5-((S)-2-(methylamino)propanamido)-6-oxooctahydropyrrolo[1,2-a][1,5]diazocine-3,8(4H)-dicarboxamide hydrochloride